2-(hydroxymethyl)-6-(3-methoxypropyl)-7,8-dihydro-1,6-naphthyridin-5(6H)-one OCC1=NC=2CCN(C(C2C=C1)=O)CCCOC